C12(CCC(CC1)C2)NC(=O)NC2=NC=CC(=C2)CN2C(N(C(C2(C)C)=O)C2=CC=C(C=C2)SC(F)(F)F)=O 1-(bicyclo[2.2.1]heptan-1-yl)-3-(4-((5,5-dimethyl-2,4-dioxo-3-(4-((trifluoromethyl)thio)phenyl)imidazolidin-1-yl)methyl)pyridin-2-yl)urea